C(C)(C)(C)OC(=O)N[C@@H]([C@@H](C(=O)N[C@](C(=O)O)(CC)C1=CC(=CC=C1)OC(F)(F)F)O)CC1=CC=CC=C1 (R)-2-((2S,3R)-3-((tert-butoxycarbonyl)amino)-2-hydroxy-4-phenylbutanamido)-2-(3-(trifluoromethoxy)phenyl)butanoic acid